C(#N)C1=C(N=C(S1)N(C1=C(N=C2N1C=C(C=C2)C=2C=NC(=NC2)N2CCN(CC2)C(=O)C2CN(C2)C(=O)OC(C)(C)C)CC)C)C2=CC=C(C=C2)F tert-butyl 3-(4-(5-(3-((5-cyano-4-(4-fluorophenyl)thiazol-2-yl)(methyl)amino)-2-ethylimidazo[1,2-a]pyridin-6-yl)pyrimidin-2-yl)piperazine-1-carbonyl)azetidine-1-carboxylate